ClC1=CC(=C(N=N1)N)C1=CC=2CCCCC2C=C1 6-chloro-4-(5,6,7,8-tetrahydronaphthalen-2-yl)pyridazin-3-amine